C(CCC)OCCO[SiH3] (butoxy-ethoxy)silane